COCCOC(C)(O)OCCOC bis-methoxyethoxyethanol